2-[2-[2-(2-azidoethoxy) ethoxy]ethoxy]ethyl methanesulfonate CS(=O)(=O)OCCOCCOCCOCCN=[N+]=[N-]